CC1=NC(=CC=C1OC1CCCCC1)C=1C=NN(C1COC(N(C1(CC1)CCC)C)=O)C (1S,3S)-3-((2-Methyl-6-(1-methyl-5-(((methyl(1-propylcyclopropyl)carbamoyl)oxy)methyl)-1H-pyrazol-4-yl)pyridin-3-yl)oxy)cyclohexan